C1(CC1)C(=O)N1CCN(CC1)C(=O)C=1C=NC2=CC=C(C=C2C1N1CCC(CC1)(C#N)CC1CC1)F 1-(3-(4-(cyclopropanecarbonyl)piperazine-1-carbonyl)-6-fluoroquinolin-4-yl)-4-(cyclopropylmethyl)piperidine-4-carbonitrile